1,1-bis(4-hydroxy-3,5-dimethylphenyl)cycloundecane OC1=C(C=C(C=C1C)C1(CCCCCCCCCC1)C1=CC(=C(C(=C1)C)O)C)C